1,3,4,6,7,8-Hexahydro-4,6,6,7,8,8-hexamethylcyclopenta(g)-2-benzopyran CC1COCC2=C1C=C1C(=C2)C(C(C1(C)C)C)(C)C